C1=CC=CC2=CC3=CC=CC=C3C(=C12)OB(O)O (anthracene-9-yl)boric acid